CC=1C(=NC=C(C1)C(F)(F)F)[C@H]1CC[C@H](CC1)N1CC2(CS(C2)(=O)=O)CC1 6-((cis)-4-(3-Methyl-5-(trifluoromethyl)pyridin-2-yl)cyclohexyl)-2-thia-6-azaspiro[3.4]octane 2,2-dioxide